3-trifluoromethyl-isoquinolone FC(C=1NC(C2=CC=CC=C2C1)=O)(F)F